3-((4-(5-(trifluoromethyl)pyridin-3-yl)piperazin-1-yl)sulfonyl)propan-1-ol FC(C=1C=C(C=NC1)N1CCN(CC1)S(=O)(=O)CCCO)(F)F